P(OC1=CC=C(C=C1)N)([O-])=O.[Li+] lithium (4-aminophenyl) phosphonate